6-trifluoromethyl-N4-(5-methyl-1H-pyrazol-3-yl)-N2-(2,4-difluorophenyl)quinazoline-2,4-diamine FC(C=1C=C2C(=NC(=NC2=CC1)NC1=C(C=C(C=C1)F)F)NC1=NNC(=C1)C)(F)F